2-[6-[4-[(3R)-1-tert-butoxycarbonylpyrrolidin-3-yl]oxyphenyl]-4-fluoro-1-oxo-isoindolin-2-yl]-2-(6,7-dihydro-5H-pyrrolo[1,2-c]imidazol-1-yl)acetic acid C(C)(C)(C)OC(=O)N1C[C@@H](CC1)OC1=CC=C(C=C1)C1=CC(=C2CN(C(C2=C1)=O)C(C(=O)O)C1=C2N(C=N1)CCC2)F